1-(5-butyl-2-methylthiophene-3-yl)-7-methyl-9H-pyrido[3,4-b]indole C(CCC)C1=CC(=C(S1)C)C1=NC=CC2=C1NC1=CC(=CC=C21)C